2-{3-[(4-methanesulfonyl-2-methoxyphenyl)amino]prop-1-yn-1-yl}-N-[(1R,4R)-4-{6-oxa-3-azabicyclo[3.1.1]heptan-3-yl}cyclohexyl]-1-(2,2,2-trifluoroethyl)-1H-indol-4-amine CS(=O)(=O)C1=CC(=C(C=C1)NCC#CC=1N(C=2C=CC=C(C2C1)NC1CCC(CC1)N1C[C@@H]2OC(C1)C2)CC(F)(F)F)OC